C(C)(C)(C)OC(=O)N1CC(=CCC1)C1=C(C=C(C=C1)N)C[S@](=O)C |r| (±)-3-(4-amino-2-(methylsulfinylmethyl)phenyl)-5,6-dihydropyridine-1(2H)-carboxylic acid tert-butyl ester